C(C1=CC=CC=C1)N1C(C2=CC=C(C=C2C=C1)C1=CC=C(C=C1)OC)=O 2-benzyl-6-(4-methoxyphenyl)isoquinolin-1(2H)-one